tert-butyl (S)-piperidine-2-carboxylate N1[C@@H](CCCC1)C(=O)OC(C)(C)C